C(C)(=O)O[C@@H]1[C@@H]([C@H]([C@H](SC2(C(N=CC=C2)C#N)Cl)O[C@@H]1COC(C)=O)OC)N=[N+]=[N-] 3-Chloro-2-cyanopyridin-3-yl 4,6-di-O-acetyl-3-azido-3-deoxy-2-O-methyl-1-thio-β-D-galactopyranoside